C(CCCCC)C=1C(=C(C(=C(C1C(=O)O)C(=O)O)CCCCCC)C(=O)O)CCCCCC.NCC1=CC(=C2CN(C(C2=C1)=O)N1C(CCCC1=O)=O)F (6-(aminomethyl)-4-fluoro-1-oxoisoindolin-2-yl)piperidine-2,6-dione Trihexyl-Trimellitate